NC1=NC=NN2C1=C(N=C2C2CC2)C2=CC(=C(C=C2)NC(=O)NC2=CC(=NN2C2=CC=CC=C2)C(C)(C)C)F 1-(4-(4-amino-7-cyclopropylimidazo[5,1-f][1,2,4]triazine-5-yl)-2-fluorophenyl)-3-(3-(tert-butyl)-1-phenyl-1H-pyrazol-5-yl)urea